trifluoromethanesulfonate FC(S(=O)(=O)[O-])(F)F